C(C(CO[N+](=O)[O-])O[N+](=O)[O-])O[N+](=O)[O-] trinitroglycerine